C(C)N1CC2(CN(C2)CCCOC=2C=C3C(=NC=NC3=CC2OC)C2=CC=C(C=C2)NC(CC2=CC=C(C=C2)C(F)(F)F)=O)C1 N-(4-(6-(3-(6-ethyl-2,6-diazaspiro[3.3]heptan-2-yl)propoxy)-7-methoxyquinazolin-4-yl)phenyl)-2-(4-(trifluoromethyl)phenyl)acetamide